N,N'-Dimethylethanolamine CN(C)CCO